NC=1ON=C2N=C(C=C(C21)C2=CC=C(C=C2)NC(=O)NC2=CC(=CC=C2)OC(F)(F)F)C 1-(4-(3-Amino-6-methylisoxazolo[3,4-b]pyridin-4-yl)phenyl)-3-(3-(trifluoromethoxy)phenyl)urea